FC=1C=C(C=CC1)[C@H](CNCCCC1CCC(CC1)OC)O (R)-1-(3-fluorophenyl)-2-((3-((1s,4R)-4-methoxycyclohexyl)propyl)amino)ethan-1-ol